2-methyl-6-(2-chlorobenzylamino)purine CC1=NC(=C2NC=NC2=N1)NCC1=C(C=CC=C1)Cl